FC=1C=C(C=CC1OC1=NC=CC(=N1)C)N1C=CC=2N=CN=C(C21)N 5-(3-fluoro-4-((4-methylpyrimidin-2-yl)oxy)phenyl)-5H-pyrrolo[3,2-d]pyrimidin-4-amine